1-([1,2,4]Triazolo[1,5-a]pyridin-7-ylmethyl)-1-cyclopropyl-3-(4-(trifluoromethoxy)phenyl)urea N=1C=NN2C1C=C(C=C2)CN(C(=O)NC2=CC=C(C=C2)OC(F)(F)F)C2CC2